FC1=C(C=C2CCC(NC2=C1F)=O)NC(=O)C1=C(C=NC=C1)CC N-(7,8-difluoro-2-oxo-3,4-dihydro-1H-quinolin-6-yl)-3-ethyl-pyridine-4-carboxamide